N-{(3R)-1-[(4S)-7-(3,5-dimethylisoxazol-4-yl)-4-pyridin-2-yl-4,5-dihydroimidazo[1,5,4-de][1,4]benzoxazin-2-yl]pyrrolidin-3-yl}methanesulfonamide CC1=NOC(=C1C1=CC=C2C=3N([C@H](COC31)C3=NC=CC=C3)C(=N2)N2C[C@@H](CC2)NS(=O)(=O)C)C